C(#C)C1=C(C=CC=2C1=C(C=1C=NNC1C2)O)F 5-ethynyl-6-fluoro-1H-benzo[f]indazol-4-ol